BrCC(C(CC)Br)=O 1,3-dibromo-2-pentanone